8-(4-(Difluoromethoxy)phenyl)-6-(2-(2-(dimethylamino)ethyl)-1-methyl-1H-benzo[d]imidazol-6-yl)-2-ethoxypteridin-7(8H)-one FC(OC1=CC=C(C=C1)N1C(C(=NC=2C=NC(=NC12)OCC)C=1C=CC2=C(N(C(=N2)CCN(C)C)C)C1)=O)F